6-(((trifluoromethyl)sulfonyl)oxy)-2-azaspiro[3.4]Oct-6-ene-2-carboxylic acid tert-butyl ester C(C)(C)(C)OC(=O)N1CC2(C1)CC(=CC2)OS(=O)(=O)C(F)(F)F